methoxy{trifluoromethyl}phenylacetic acid COC(C(=O)O)(C1=CC=CC=C1)C(F)(F)F